2-ethyl-4-hydroxy-5-methylfuran-3(2H)-one C(C)C1OC(=C(C1=O)O)C